[3-fluoro-5-(1,1,2,2,3,3,3-heptafluoropropyl)-2-pyridyl]-2-[1-[4-[2-methoxyethyl(methyl)amino]-4-oxo-butyl]tetrazol-5-yl]sulfanyl-5-nitro-benzamide FC=1C(=NC=C(C1)C(C(C(F)(F)F)(F)F)(F)F)C=1C(=C(C(=O)N)C=C(C1)[N+](=O)[O-])SC1=NN=NN1CCCC(=O)N(C)CCOC